C(=O)(OC(C)(C)C)N1N(CC=C1)C(=O)OC(C)(C)C di-N-Bocpyrazole